FC(C(=O)O)(F)F.FC1(CNCC[C@@H]1N1CCN(CC1)C1=C(C=C2C(=NN(C2=C1)C)C1C(NC(CC1)=O)=O)F)F 3-(6-{4-[(4S)-3,3-difluoropiperidin-4-yl]piperazin-1-yl}-5-fluoro-1-methylindazol-3-yl)piperidine-2,6-dione trifluoroacetate